(+)-(S)-N-methyl-γ-(1-naphthoxy)-2-thiophenepropanamine CNCC[C@@H](C=1SC=CC1)OC1=CC=CC2=CC=CC=C12